1-(5-Bromo-4-methylbenzo[d]isoxazol-3-yl)dihydropyrimidine-2,4(1H,3H)-dione BrC=1C=CC2=C(C(=NO2)N2C(NC(CC2)=O)=O)C1C